1,2,4-triisopropenylbenzene C(=C)(C)C1=C(C=C(C=C1)C(=C)C)C(=C)C